(s)-1-(1-(1-((1-(4-(4-(3-Amino-6-(2-hydroxyphenyl)pyridazin-4-yl)morpholin-2-yl)-3-methylbenzoyl)-4-fluoropiperidin-4-yl)methyl)piperidin-4-yl)-6-methyl-1H-indol-5-yl)dihydropyrimidine NC=1N=NC(=CC1N1C[C@@H](OCC1)C1=C(C=C(C(=O)N2CCC(CC2)(F)CN2CCC(CC2)N2C=CC3=CC(=C(C=C23)C)N2CNCC=C2)C=C1)C)C1=C(C=CC=C1)O